(R)-2-(2-fluoro-3-(trifluoromethyl)phenyl)-N-(5-fluoro-6-(4-(morpholin-3-yl)-1H-imidazol-1-yl)pyridin-3-yl)acetamide FC1=C(C=CC=C1C(F)(F)F)CC(=O)NC=1C=NC(=C(C1)F)N1C=NC(=C1)[C@H]1NCCOC1